(R)-6-(2-((3,3-difluoro-1-(methyl-d3)piperidin-4-yl)amino)-6-fluoro-4-methoxypyrrolo[2,1-f][1,2,4]triazin-5-yl)-N-methylimidazo[1,2-a]pyrimidine-3-carboxamide FC1(CN(CC[C@H]1NC1=NN2C(C(=N1)OC)=C(C(=C2)F)C=2C=NC=1N(C2)C(=CN1)C(=O)NC)C([2H])([2H])[2H])F